2-allyloxyethanol C(C=C)OCCO